C(#N)C(=C)CC(=O)[O-] 1-Cyanovinylacetat